7,11-dihydroxy-17-[2-hydroxyethyl]-8,8,10,12-tetramethyl-3-[1-methyl-2-(2-methyl-4-thiazolyl)ethenyl]-4-oxa-17-azabicyclo[14.1.0]heptadecane-5,9-dione OC1CC(OC(CC2N(C2CCCC(C(C(C(C1(C)C)=O)C)O)C)CCO)C(=CC=1N=C(SC1)C)C)=O